3-((3R,4R)-4-methyl-3-[methyl-(7H-pyrrolo[2,3-d]pyrimidin-4-yl)-amino]-piperidin-1-yl)-3-oxopropanenitrile C[C@H]1[C@H](CN(CC1)C(CC#N)=O)N(C=1C2=C(N=CN1)NC=C2)C